(1H-indol-3-yl)(4-(2-hydroxypropan-2-yl)thiazol-2-yl)methanone N1C=C(C2=CC=CC=C12)C(=O)C=1SC=C(N1)C(C)(C)O